C(C)O[Si](C1=CC=CC=C1)(C)OCC diethoxy(methyl)phenylsilane